5-(2-bromoethoxy)-7-fluoro-1-{[2-(trimethylsilyl)ethoxy]methyl}-2,3-dihydro-1H-indol-2-one BrCCOC=1C=C2CC(N(C2=C(C1)F)COCC[Si](C)(C)C)=O